FC(C(=O)O)(F)F.CC1=NN(C=C1/C=C/C#N)C1=C2C(=NC=C1)NC=C2 (2E)-3-[3-Methyl-1-(1H-pyrrolo[2,3-b]pyridin-4-yl)-1H-pyrazol-4-yl]acrylonitrile trifluoroacetate Salt